C(C)(C)(C)OC(=O)N[C@H](C(=O)OCC1=CC(=NC(=C1)Cl)Cl)CCC=1C=C2C=CC(NC2=CC1)=O (2,6-dichloropyridin-4-yl)methyl (S)-2-((tert-butoxycarbonyl)amino)-4-(2-oxo-1,2-dihydroquinolin-6-yl)butanoate